4-chloromethyl-benzenesulfonyl fluoride ClCC1=CC=C(C=C1)S(=O)(=O)F